CNC(=S)C(C(=O)N)(C1=NC=CC(=C1)C(F)(F)F)C1=CC(=CC=C1)Cl 2-(methylaminothioformyl)-2-(3-chlorophenyl)-2-(4-(trifluoromethyl)pyridin-2-yl)acetamide